COC(=O)C1=CN=CN1CC1=CC=C(C=C1)SCC1=CC2=CC=CC=C2C=C1 1-(4-((Naphthalen-2-ylmethyl)thio)benzyl)-1H-imidazole-5-carboxylic acid methyl ester